ethyl 5-(4-chlorophenyl)-7-methyl-3-oxo-2,3-dihydro-5H-thiazolo[3,2-a]pyrimidine-6-carboxylate ClC1=CC=C(C=C1)C1C(=C(N=C2N1C(CS2)=O)C)C(=O)OCC